6-[1-(2-methoxyethyl)-1H-pyrazol-4-yl]pyrazolo[1,5-a]pyridine COCCN1N=CC(=C1)C=1C=CC=2N(C1)N=CC2